methylhydroxypropyl-toluidine CN(C=1C(=CC=CC1)C)CCCO